N-(3,4-dihydroxyphenethyl)-4-(tributylstannyl)benzamide OC=1C=C(CCNC(C2=CC=C(C=C2)[Sn](CCCC)(CCCC)CCCC)=O)C=CC1O